bis(2,2-difluoroethoxy)dimethylsilane FC(CO[Si](C)(C)OCC(F)F)F